C(C)(C)(C)OC(=O)N1CC(OCC1)C(=O)NN 2-(hydrazinecarbonyl)morpholine-4-carboxylic acid tert-butyl ester